BrC1=C(C=2N=C(N=C(C2N=C1C1CC1)N1[C@@H]2CN([C@H](C1)C2)C(=O)OC(C)(C)C)OC2CCOCC2)Cl tert-butyl (1S,4S)-5-{7-bromo-8-chloro-6-cyclopropyl-2-[(oxan-4-yl)oxy]pyrido[3,2-d]pyrimidin-4-yl}-2,5-diazabicyclo[2.2.1]heptane-2-carboxylate